N-{2-[4-amino-3-(ethoxymethyl)-6,7-dimethyl-1H-imidazo[4,5-c]pyridin-1-yl]-1,1-dimethylethyl}methanesulfonamide NC1=NC(=C(C2=C1N(CN2CC(C)(C)NS(=O)(=O)C)COCC)C)C